N-trifluoromethylphenylpyridinecarboxamide FC(NC(=O)C1=NC=CC=C1C1=CC=CC=C1)(F)F